5H-diindeno[1,2-a:1',2'-c]fluorene-5,10,15-trione C1=C2C(C=3C(=C4C(=C5C(C=6C=CC=CC6C35)=O)C3=CC=CC=C3C4=O)C2=CC=C1)=O